FCCNS(=O)(=O)C1=CC=2C(C3=CC(=CC=C3C2C=C1)S(=O)(=O)NCCF)=NO N2,N7-bis(2-fluoroethyl)-9-(hydroxyimino)-9H-fluorene-2,7-disulfonamide